(2-hydroxy-5-isopropyl-4-methoxyphenyl)(7-((1-methylpyrrolidin-3-yl)amino)-3,4-dihydroisoquinolin-2(1H)-yl)methanone OC1=C(C=C(C(=C1)OC)C(C)C)C(=O)N1CC2=CC(=CC=C2CC1)NC1CN(CC1)C